C1N(CC12CNC2)C(=O)C2=CC=C(C=C2)[C@@H]2CC1(CC(C1)C#N)CCN2CC2=C1C=CNC1=C(C=C2OC)C (2R,4r,6S)-6-(4-(2,6-diazaspiro[3.3]heptane-2-carbonyl)phenyl)-7-((5-methoxy-7-methyl-1H-indol-4-yl)methyl)-7-azaspiro[3.5]nonane-2-carbonitrile